ClCC(=O)NC1=C2C=CC=NC2=C(C=C1C(=O)C=1C=2C=NN(C2C(=C(C1)F)F)C1OCCCC1)C 2-Chloro-N-[6-[6,7-difluoro-1-(oxan-2-yl)indazole-4-carbonyl]-8-methylquinolin-5-yl]acetamide